4-(((2s,6r)-6-(5-methyl-2,4-dioxo-3,4-dihydropyrimidin-1(2H)-yl)-4-trityl-morpholin-2-yl)methoxy)-4-oxobutanoic acid CC=1C(NC(N(C1)[C@@H]1O[C@@H](CN(C1)C(C1=CC=CC=C1)(C1=CC=CC=C1)C1=CC=CC=C1)COC(CCC(=O)O)=O)=O)=O